C(C1=CC=CC=C1)(=O)O[C@H]1[C@H](O)O[C@H]([C@H]([C@@H]1OCC1=CC=CC=C1)O)C(=O)[O-] 2-O-benzoyl-3-O-benzyl-alpha-L-iduronate